5-phenylisothiazole C1(=CC=CC=C1)C1=CC=NS1